C(C)(C)(C)OC(NC=1C=C(C=C2C=C(N=NC12)NC(=O)[C@H]1[C@H](C1)F)C1CC1)=O.NC1CC1 trans-aminocyclopropane tert-butyl-N-[6-cyclopropyl-3-[[cis-2-fluorocyclopropanecarbonyl]amino]cinnolin-8-yl]carbamate